aluminum chromium molybdenum vanadium [V].[Mo].[Cr].[Al]